C(C#CCCCCCCC)NP(=O)(NCCCNCCO)NCC#CCCCCCCC Di(dec-2-yn-1-yl)(3-((2-hydroxyethyl)amino)propyl)phosphoramide